1,1,1-tris(4-hydroxyphenyl)ethane butyl-N-[5-[2-(2,6-dioxopiperidin-3-yl)-1,3-dioxoisoindol-4-yl]pent-4-yn-1-yl]carbamate C(CCC)OC(NCCCC#CC1=C2C(N(C(C2=CC=C1)=O)C1C(NC(CC1)=O)=O)=O)=O.OC1=CC=C(C=C1)C(C)(C1=CC=C(C=C1)O)C1=CC=C(C=C1)O